N-(4-((7-fluoro-1-methyl-1H-benzo[d][1,2,3]triazol-5-yl)oxy)-3-methylphenyl)-6-(methylthio)pyrimido[5,4-d]pyrimidin-4-amine FC1=CC(=CC2=C1N(N=N2)C)OC2=C(C=C(C=C2)NC=2C1=C(N=CN2)C=NC(=N1)SC)C